P(=O)(OCC1=CC=CC=C1)(OC=1C=CC2=C(C[C@H]3CCCN([C@@H]3C2)CCC)C1OP(=O)(OCC1=CC=CC=C1)OCC1=CC=CC=C1)O Benzyl ((4aR,10aR)-6-((bis(benzyloxy)phosphoryl) oxy)-1-propyl-1,2,3,4,4a,5,10,10a-octahydrobenzo[g]quinolin-7-yl) hydrogen phosphate